3-(2-phenylsulfanylethyl)-2-thia-3-azatricyclo[6.3.1.04,12]dodeca-1(11),4,6,8(12),9-pentaene C1(=CC=CC=C1)SCCN1SC2=CC=CC=3C=CC=C1C23